2-((3aR,5r,6aS)-5-benzyl-5-hydroxyhexa-hydrocyclopenta[c]pyrrol-2(1H)-yl)-1-(6-chloropyridin-3-yl)ethanone C(C1=CC=CC=C1)C1(C[C@@H]2[C@@H](CN(C2)CC(=O)C=2C=NC(=CC2)Cl)C1)O